C(C)O[Si](CCCCC1CO1)(OCC)OCC triethoxy(3-glycidylpropyl)silane